C(C)(=O)NC1=CN(C2=CC=C(C=C12)C=O)C(=O)OC(C)(C)C tert-butyl 3-acetamido-5-formylindole-1-carboxylate